O=C1CC(C=C2OC3=CC=CC=C3C(=C12)C1=CC=C(C=C1)C(F)(F)F)=O 1,3-dioxo-9-(4-(trifluoromethyl)phenyl)-1H-xanthene